C(CC)(=O)OCC(C)C 2-METHYLPROPYL PROPANOATE